C(C)(C)(C)OC(=O)N1CCC(CC1)COC1=C2CN(C(C2=CC=C1)=O)C1C(NC(CC1)=O)=O 4-[2-(2,6-dioxo-piperidin-3-yl)-1-oxo-2,3-dihydro-1H-isoindol-4-yloxymethyl]-piperidine-1-carboxylic Acid Tert-Butyl Ester